N-(1-(4-fluorophenyl)-2,4-dimethylpent-4-en-2-yl)-1-methyl-1H-pyrrolo[2,3-b]pyridine-5-carboxamide FC1=CC=C(C=C1)CC(CC(=C)C)(C)NC(=O)C=1C=C2C(=NC1)N(C=C2)C